2-(1-(3-(2,6-bis(benzyloxy)pyridin-3-yl)-1-methyl-1H-indazol-6-yl)piperidin-4-yl)ethan-1-ol C(C1=CC=CC=C1)OC1=NC(=CC=C1C1=NN(C2=CC(=CC=C12)N1CCC(CC1)CCO)C)OCC1=CC=CC=C1